C(CC\C=C/CCCCC=O)=O (Z)-4-decendialdehyde